1-(5-fluoro-2-((tetrahydrofuran-3-yl)amino)phenyl)ethan-1-one FC=1C=CC(=C(C1)C(C)=O)NC1COCC1